5-(TRIFLUOROMETHYL)-1H-PYRROLO[3,2-B]PYRIDINE-3-CARBALDEHYDE FC(C1=CC=C2C(=N1)C(=CN2)C=O)(F)F